2-tetrahydropyran-4-yl-N-[6-(trifluoromethyl)-2-pyridinyl]imidazo[1,2-a]pyrazine-6-carboxamide O1CCC(CC1)C=1N=C2N(C=C(N=C2)C(=O)NC2=NC(=CC=C2)C(F)(F)F)C1